O=C(C(=O)[O-])CCC(=O)[O-] α-keto-glutarate